ClC1=C(C=CC=C1)C1=C(C(=CC=C1)NC(=O)[C@H]1N(C[C@@H](C1)F)C(CN1N=C(C(=C1)C1=CSC=C1)C(=O)N)=O)F 1-(2-((2S,4R)-2-(2'-chloro-2-fluorobiphenyl-3-ylcarbamoyl)-4-fluoropyrrolidin-1-yl)-2-oxoethyl)-4-(thiophen-3-yl)-1H-pyrazole-3-carboxamide